tridecamethylenebis(trimethylammonium) C[N+](CCCCCCCCCCCCC[N+](C)(C)C)(C)C